CC1=CC=C(C=C1)S(=O)(=O)OCCCO 3-[(4-methylbenzenesulfonyl)oxy]propan-1-ol